tert-butyl N-[2-(dibenzylamino)-5,5-difluorohexyl]carbamate C(C1=CC=CC=C1)N(C(CNC(OC(C)(C)C)=O)CCC(C)(F)F)CC1=CC=CC=C1